ClC=1C=C(C=CC1)N1N=CC(=C1)[C@@H](C(=O)NC1=NNC(=C1)[C@H]1C(C1)(F)F)C (S)-2-(1-(3-chlorophenyl)-1H-pyrazol-4-yl)-N-(5-((S)-2,2-difluorocyclopropyl)-1H-pyrazol-3-yl)propanamide